ClC1=C(OCC=2C(=C(C(=O)OC)C=CC2)F)C=CC(=C1)Cl methyl 3-((2,4-dichlorophenoxy) methyl)-2-fluorobenzoate